NC1=C(C=NN1C1=C(C=CC(=C1)F)F)C(=O)N1C[C@@]2(CCC1)C1=C(NC(O2)=O)C=CC(=C1F)Cl (R)-1'-(5-Amino-1-(2,5-difluorophenyl)-1H-pyrazole-4-carbonyl)-6-chloro-5-fluorospiro[benzo[d][1,3]oxazine-4,3'-piperidin]-2(1H)-one